CC(=CC=CC(C)=O)CCCC(C)C 6,10-dimethylundec-3,5-diene-2-one